BrC1=CC=C(C=C1)N=NC=1N(C(=CN1)CCN1CCS(CC1)(=O)=O)COCC[Si](C)(C)C 4-(2-(2-((4-bromophenyl)diazenyl)-1-((2-(trimethylsilyl)ethoxy)methyl)-1H-imidazol-5-yl)ethyl)thiomorpholine 1,1-dioxide